CC=1C=2N(C=C(C1)C1=CC=C(C=C1)S(=O)(=O)N1CCC(CC1)NC1=NC=C(C=C1)SC(F)(F)F)C(=NN2)C(C)C N-(1-{4-[8-methyl-3-(propan-2-yl)-[1,2,4]triazolo[4,3-a]pyridin-6-yl]benzenesulfonyl}piperidin-4-yl)-5-[(trifluoromethyl)sulfanyl]pyridin-2-amine